N4-[2-(2,3-dichlorophenyl)ethyl]-6-imidazo[1,5-a]pyridin-6-yl-1,3,5-triazine-2,4-diamine ClC1=C(C=CC=C1Cl)CCNC1=NC(=NC(=N1)C=1C=CC=2N(C1)C=NC2)N